4-cyclohexylhexane C1(CCCCC1)C(CCC)CC